C(CCCCCCCCCCCCCCCCC)OC(CCCCCC)=O stearyl-heptanoate